C1(=CC=CC=C1)C1(CCCCC1)OC(=O)CCSCCC[Si](OC)(OC)OC 3-(2-((1-phenylcyclohexyl)oxycarbonyl)ethylthio)propyltrimethoxysilane